ClC=1C=CC(=C(C1)C1=CC(=C(N=N1)SCCO)NC1=CC(=NC=C1)NC(=O)[C@@H]1C[C@H](C1)N1CC2N(C(C1)C2)C)F trans-N-(4-{[6-(5-chloro-2-fluorophenyl)-3-[(2-hydroxyethyl)sulfanyl]pyridazin-4-yl]amino}pyridin-2-yl)-3-{6-methyl-3,6-diazabicyclo[3.1.1]heptan-3-yl}cyclobutane-1-carboxamide